C(#N)CC1=CC=CC(=N1)S(=O)(=O)NC=1C=CC=C2C=CC=NC12 6-(cyanomethyl)-N-(quinolin-8-yl)pyridine-2-sulfonamide